NCC1=NNC(C2=CC=C(C=C12)C=1C=NN2C1CN(CC2)C(=O)C2CCCCC2)=O 4-(aminomethyl)-6-(5-(cyclohexanecarbonyl)-4,5,6,7-tetrahydropyrazolo[1,5-a]pyrazin-3-yl)phthalazin-1(2H)-one